N1CCC2=C(C=CC=C12)N1C[C@@H]2[C@H](CC1)N(CC2)C(=O)OC(C)(C)C tert-butyl (3aR,7aS)-5-indolin-4-yl-3,3a,4,6,7,7a-hexahydro-2H-pyrrolo[3,2-c]pyridine-1-carboxylate